1-(6-bromopyridin-2-yl)-5-(trifluoromethyl)-1H-pyrazole-4-carboxylic acid BrC1=CC=CC(=N1)N1N=CC(=C1C(F)(F)F)C(=O)O